Cl.C(C)N1CCN(CC1)C1=CC=C(C=C1)NC1=NC=2C3=C(C=CC2C=N1)N=NN3C(C)C N-(4-(4-Ethylpiperazin-1-yl)phenyl)-1-iso-propyl-1H-[1,2,3]triazolo[4,5-h]quinazolin-8-amine hydrochloride